FC1=C(C=CC(=C1)F)C=1C(=NN2C1N=C(C=C2O)C2=CC=C(C=C2)[N+](=O)[O-])C.[K] Potassium 3-(2,4-difluorophenyl)-2-methyl-5-(4-nitrophenyl)pyrazolo[1,5-a]pyrimidin-7-ol